C=C(C)[C@@H]1CN(CCC1)C(=O)OCC1=CC=CC=C1 benzyl (R)-3-(prop-1-en-2-yl)piperidine-1-carboxylate